(R)-4-amino-N-(benzo[d]oxazol-2-yl)-1-(1-(but-2-ynoyl)piperidin-3-yl)-1H-pyrazolo[3,4-d]pyrimidine-3-carboxamide NC1=C2C(=NC=N1)N(N=C2C(=O)NC=2OC1=C(N2)C=CC=C1)[C@H]1CN(CCC1)C(C#CC)=O